tetramethylammonium dimethylglycine salt CN(CC(=O)[O-])C.C[N+](C)(C)C